Cl.CC1(N(CCCC1)CC=1C=CC=2N(C1)C=C(N2)CN2N=NC(=C2)C=2C=NC=C(C2)N2CCCC2)C 6-((2,2-dimethylpiperidin-1-yl)methyl)-2-((4-(5-(pyrrolidin-1-yl)pyridin-3-yl)-1H-1,2,3-triazol-1-yl)methyl)imidazo[1,2-a]pyridine hydrochloride